methyl 8-bromo-1-methyl-3,4-dihydroisoquinoline-7-carboxylate BrC=1C(=CC=C2CCN=C(C12)C)C(=O)OC